C(C=C)(=O)N1C[C@H](N(CC1)C(=O)OC=1C=C2C(=NC=NC2=CC1OC)NC1=CC(=NO1)C(C)(C)C)C 4-((3-(tert-butyl) isoxazol-5-yl) amino)-7-methoxyquinazolin-6-yl (R)-4-acryloyl-2-methylpiperazine-1-carboxylate